FC=1C=C2N(CCN(C2=CC1)C(=O)C=1C=NC=C(C1)C1=CC=CC=C1)C (6-fluoro-3,4-dihydro-4-methyl-1(2H)-quinoxalinyl)(5-phenyl-3-pyridinyl)methanone